N-[(4-methoxyphenyl)methyl]-N-methyl-3-(1-methylimidazol-4-yl)-4-[[(2R)-2-phenylpropyl]amino]benzenesulfonamide COC1=CC=C(C=C1)CN(S(=O)(=O)C1=CC(=C(C=C1)NC[C@H](C)C1=CC=CC=C1)C=1N=CN(C1)C)C